CS(=O)(=O)C1=C(C(=O)O)C=C(C=N1)C(F)(F)F 2-(Methylsulfonyl)-5-(trifluoromethyl)nicotinic acid